C1(=CC=C(C=C1)C[C@H](C[C@@H](C)C(=O)OCC)NC(=O)CCC(=O)O)C1=CC=CC=C1 3-((1S,3R)-1-biphenyl-4-ylmethyl-3-ethoxycarbonyl-1-butylcarbamoyl)propionic acid